tert-butyl ((2S,4S)-5-ethylidene-2-((S)-1-(4-fluorophenyl)-1,2,3,4-tetrahydroisoquinoline-2-carbonyl)tetrahydro-2H-pyran-4-yl)carbamate C(C)=C1[C@H](C[C@H](OC1)C(=O)N1[C@H](C2=CC=CC=C2CC1)C1=CC=C(C=C1)F)NC(OC(C)(C)C)=O